1-[3-acetyl-6-[6-[(6-methylpyridazin-3-yl)amino]benzimidazol-1-yl]-2-pyridinyl]-3-methyl-azetidine-3-carbonitrile C(C)(=O)C=1C(=NC(=CC1)N1C=NC2=C1C=C(C=C2)NC=2N=NC(=CC2)C)N2CC(C2)(C#N)C